C1(CC1)S(=O)(=O)N1N=CC(=C1)C1=NC=CC(=N1)NC1=NC=C(C(=C1)N1CCC(CC1)(C)CN(C)C)C#CC=1C=NN(C1)C 2-(1-(cyclopropylsulfonyl)-1H-pyrazol-4-yl)-N-(4-(4-((dimethylamino)methyl)-4-methylpiperidin-1-yl)-5-((1-methyl-1H-pyrazol-4-yl)ethynyl)pyridin-2-yl)pyrimidin-4-amine